4-[8-(9-phenyl-9H-carbazol-3-yl)-1-dibenzofuranyl]-[1]benzofuro[3,2-d]pyrimidine C1(=CC=CC=C1)N1C2=CC=CC=C2C=2C=C(C=CC12)C=1C=CC2=C(C3=C(O2)C=CC=C3C=3C2=C(N=CN3)C3=C(O2)C=CC=C3)C1